O=C1NC(CCC1N1C(N(C2=C1C=CC(=C2)N2CCC(CC2)(O)CC(=O)NC2=CC1=CC(=C(C(=C1C=C2)F)N2S(NC(C2)=O)(=O)=O)O)C)=O)=O [1-[1-(2,6-dioxo-3-piperidyl)-3-methyl-2-oxo-benzimidazol-5-yl]-4-hydroxy-4-piperidyl]-N-[5-fluoro-7-hydroxy-6-(1,1,4-trioxo-1,2,5-thiadiazolidin-2-yl)-2-naphthyl]acetamide